5-chloro-N4-(2-fluoro-5-nitrophenyl)-N2-(5-(methoxymethyl)-1-methyl-1H-pyrazol-3-yl)pyrimidine-2,4-diamine ClC=1C(=NC(=NC1)NC1=NN(C(=C1)COC)C)NC1=C(C=CC(=C1)[N+](=O)[O-])F